methyl 7-bromo-2-methoxy-8-[(thiophen-3-ylamino)carbonyl]quinoline-3-carboxylate BrC1=CC=C2C=C(C(=NC2=C1C(=O)NC1=CSC=C1)OC)C(=O)OC